[Br-].C(CCC)[P+](CCCC)(CCCC)CCCC tetrabutylphosphonium Bromide